3-((2-butyl-8-methoxy-2,3-dihydrobenzo[b][1,4]dioxin-6-yl)methyl)-6-methoxy-3H-imidazo[4,5-b]pyridine C(CCC)C1COC2=C(O1)C(=CC(=C2)CN2C=NC=1C2=NC=C(C1)OC)OC